FC(C1=NN=C(O1)C1=CC(=C(C=C1)CN(C(=O)N1CCSCC1)C1=CC=C(C=C1)C1CCNCC1)F)F N-[[4-[5-(difluoromethyl)-1,3,4-oxadiazol-2-yl]-2-fluoro-phenyl]methyl]-N-[4-(4-piperidyl)phenyl]thiomorpholin-4-carboxamide